(bromomethyl)-3-ethylthieno[2,3-b]pyrazin-2(1H)-one BrCN1C2=C(N=C(C1=O)CC)SC=C2